FC1(CN(C2([C@@H]1O)CCCC2)C(=O)C(=O)[C@H]2CC(CC2)(F)F)F 1-((S)-3,3-difluoro-4-hydroxy-1-azaspiro[4.4]nonan-1-yl)-2-((R)-3,3-difluorocyclopentyl)glyoxal